BrC=1C=C2C(OCC=3C=C(N=CC3C3=C(C=C(C(NS(C(C1OC)=C2)(=O)=O)=C3)OC)F)C(F)(F)F)=O 13-Bromo-21-fluoro-14,19-dimethoxy-16,16-dioxo-5-(trifluoromethyl)-9-oxa-16λ6-thia-4,17-diazatetracyclo[16.3.1.111,15.02,7]tricosa-1(21),2(7),3,5,11,13,15(23),18(22),19-nonaen-10-one